(±)-1-(3-methyl-5-(2,2,2-trifluoroethoxy)phenyl)ethan-1-amine CC=1C=C(C=C(C1)OCC(F)(F)F)[C@@H](C)N |r|